ClC=1C=C(C=CC1F)NC1=NC=NC2=CC(=C(C=C12)NC(C=C)=O)OCCCN1CCN(CC1)CCCCCCNC1=C2C(N(C(C2=CC=C1)=O)C1C(NC(CC1)=O)=O)=O N-(4-((3-chloro-4-fluorophenyl)amino)-7-(3-(4-(6-((2-(2,6-dioxopiperidin-3-yl)-1,3-dioxoisoindolin-4-yl)amino)hexyl)piperazin-1-yl)propoxy)quinazolin-6-yl)acrylamide